FC(OC1CN(C1)C1=NC=C(C=N1)NC(=O)N[C@@H](C(C)C)C=1OC2=C(C1C)C=C(C=C2)F)F 1-{2-[3-(difluoromethoxy)azetidin-1-yl]pyrimidin-5-yl}-3-[(1S)-1-(5-fluoro-3-methyl-1-benzofuran-2-yl)-2-methylpropyl]urea